C(C)C1(CCCC1)NC1=C(C(C1=O)=O)NC1=C(C(=NC=C1)C(=O)N(C)C)O 4-((2-((1-ethylcyclopentyl)amino)-3,4-dioxocyclobut-1-en-1-yl)amino)-3-hydroxy-N,N-dimethylpicolinamide